(R)-6-(1,2-Dihydroxyethyl)-4-(4-(4-fluorophenoxy)phenyl)picolinamid O[C@@H](CO)C1=CC(=CC(=N1)C(=O)N)C1=CC=C(C=C1)OC1=CC=C(C=C1)F